ClC1=NC=NC2=C(C=C(C=C12)Cl)S(=O)(=O)C(F)(F)F 4,6-dichloro-8-(trifluoromethylsulfonyl)quinazoline